FC1=CC=C(CNCC2CN(C2)C)C=C1 N-(4-fluorobenzyl)-1-(1-methylazetidin-3-yl)methylamine